IC=1C=NN(C1)C1=CN=CS1 5-(4-iodo-1H-pyrazol-1-yl)-1,3-thiazol